CN(C1=CC=CC=C1)C1=CC=CC=C1 N-methyl-diphenyl-amine